1-[((3S)-3-methyl-6-pentyloxy-3,4-dihydronaphthalen-2-yl)methyl]Azetidine-3-carboxylic acid C[C@@H]1C(=CC2=CC=C(C=C2C1)OCCCCC)CN1CC(C1)C(=O)O